FC(C=1C=CC(=NC1)CP(OCC)(OCC)=O)(F)F diethyl ((5-(trifluoromethyl)pyridin-2-yl)methyl)phosphonate